The molecule is an indolecarboxylic acid that is indole-2-carboxylic acid in which the hydrogen at position 3 is replaced by a methyl group. It has a role as a bacterial metabolite. It is a conjugate acid of a 3-methyl-2-indolate. CC1=C(NC2=CC=CC=C12)C(=O)O